C(CCCCCCCCCCCCCCCCCCCCC)(=O)[O-] behenic acid anion